C(C)(=O)N(N(C(=O)C1=CC=2C3=C(C(=NC2C=C1)N)C=NN3C)CC3=CC1=C(N=C(S1)C(F)(F)F)C=C3)C N'-acetyl-4-amino-N',1-dimethyl-N-((2-(trifluoromethyl)benzo[d]thiazol-6-yl)methyl)-1H-pyrazolo[4,3-c]quinoline-8-carbohydrazide